3-(cyanomethyl)-3-(4-nitro-1H-pyrazol-1-yl)azetidine-1-carboxylic acid tert-butyl ester C(C)(C)(C)OC(=O)N1CC(C1)(N1N=CC(=C1)[N+](=O)[O-])CC#N